fluorothymine CC1=CN(C(=O)NC1=O)F